N1N=NC=C1C1CCN(CC1)C1=NOC(=C1)C=1C=NC(=NC1)NC1CC2=CC=C(C=C2C1)F 5-(3-(4-(1H-1,2,3-triazol-5-yl)piperidin-1-yl)isoOxazol-5-yl)-N-(5-fluoro-2,3-dihydro-1H-inden-2-yl)pyrimidin-2-amine